1,1-difluoropropan-2-yl (CIS)-2-((((CIS)-4-phenylcyclohexyl)oxy) methyl)-3-(1H-pyrazol-3-yl)piperidine-1-carboxylate C1(=CC=CC=C1)[C@H]1CC[C@H](CC1)OC[C@@H]1N(CCC[C@@H]1C1=NNC=C1)C(=O)OC(C(F)F)C